tert-Butyl (E)-(6-(2-(4-methylpyrimidin-2-yl)vinyl)quinolin-3-yl)carbamate CC1=NC(=NC=C1)/C=C/C=1C=C2C=C(C=NC2=CC1)NC(OC(C)(C)C)=O